ClC1=C2C(=NC(=C1)C(=O)OC)C=C(O2)C2=C(C=C(C=C2)NC(=O)N2C[C@@H](CC2)O)F Methyl (R)-7-chloro-2-(2-fluoro-4-(3-hydroxypyrrolidine-1-carboxamido)phenyl)furo[3,2-b]pyridine-5-carboxylate